C(C)(C)(C)OC(=O)N1C(COCCC1)C1=C(C=C(C=C1)C1COC1)Cl 3-[2-chloro-4-(oxetan-3-yl)phenyl]-1,4-oxazepan-4-carboxylic acid tert-butyl ester